C(CCCCCCCCCCCCC)OC(CCSCCC(=O)OCCCCCCCCCCCCCC)=O dimyristyl-3,3'-thiodipropionate